C(C)(C)(C)OC(=O)N([C@H](C(=O)N[C@@H]1C(N2[C@@H](SCC1)C[C@@H]([C@H]2C(=O)O)O)=O)C)C (4S,7S,8S,9aS)-4-[(2S)-2-{[(tert-Butoxy)carbonyl](methyl)amino}propanamido]-8-hydroxy-5-oxo-octahydropyrrolo[2,1-b][1,3]thiazepine-7-carboxylic acid